4-(3-(6-(6-(2-aminobenzo[d]oxazol-5-yl)imidazo[1,2-a]pyridine-3-carbonyl)-2,6-diazabicyclo[3.2.1]octane-2-carbonyl)-4-fluorobenzyl)phthalazin-1(2H)-one NC=1OC2=C(N1)C=C(C=C2)C=2C=CC=1N(C2)C(=CN1)C(=O)N1C2CCN(C(C1)C2)C(=O)C=2C=C(CC1=NNC(C3=CC=CC=C13)=O)C=CC2F